CN([C@@H](C(=O)NC=1C=C2C=CN=C(C2=CC1)O)C1=CSC=C1)C (R)-2-(dimethylamino)-N-(1-hydroxyisoquinolin-6-yl)-2-(thiophen-3-yl)acetamide